FC(C(=O)O)(F)F.C1(CCCCC1)O Cyclohexan-1-ol trifluoroacetate salt